C1(=CC=CC=C1)C=N 1-phenylmethanimine